7-(acetylthio)-4',5'-dihydrospiro[androst-4-ene-17,2'-(3H)furan]-3-one C(C)(=O)SC1[C@H]2[C@@H]3CCC4(OCCC4)[C@@]3(C)CC[C@@H]2[C@]2(CCC(C=C2C1)=O)C